Allyl (6aS)-2-methoxy-3-(4-methoxy-4-oxobutoxy)-12-oxo-6-((tetrahydro-2H-pyran-2-yl)oxy)-6,6a,7,8,9,10-hexahydrobenzo[e]pyrido-[1,2-a][1,4]diazepine-5(12H)-carboxylate COC1=CC2=C(N(C([C@H]3N(C2=O)CCCC3)OC3OCCCC3)C(=O)OCC=C)C=C1OCCCC(=O)OC